O1CC(C1)CC=1C=CC(=NC1)N1N=CC(=C1)C1=C2C(=NC=C1)NC=N2 7-(1-(5-((oxetan-3-yl)methyl)pyridin-2-yl)-1H-pyrazol-4-yl)-3H-imidazo[4,5-b]pyridine